tert-butyl N-[rac-(1S,2S,4R)-7-[[3-bromo-4-[[rac-(3R)-tetrahydropyran-3-yl]methoxy]phenyl]methyl]-7-azabicyclo[2.2.1]heptan-2-yl]carbamate BrC=1C=C(C=CC1OC[C@H]1COCCC1)CN1[C@@H]2[C@H](C[C@H]1CC2)NC(OC(C)(C)C)=O |r|